ClC1=C(OC2=CC=CC3=C2NC(=NS3(=O)=O)NC3=CC=C(C=C3)C)C=CC=C1 5-(2-chlorophenoxy)-3-(p-tolylamino)-4H-benzo[e][1,2,4]thiadiazine 1,1-dioxide